2,4-Difluoro-5-{5-isopropyl-6-[5-(2,2,2-trifluoro-ethyl)-[1,3,4]oxadiazol-2-yl]-pyrrolo[2,1-f][1,2,4]triazin-4-yl-amino}-N-methoxy-benzamide FC1=C(C(=O)NOC)C=C(C(=C1)F)NC1=NC=NN2C1=C(C(=C2)C=2OC(=NN2)CC(F)(F)F)C(C)C